N-(2-hydroxy)propylmethacrylamide OC(CNC(C(=C)C)=O)C